((1-(4-chlorophenyl)-2,2-difluorovinyl)oxy)trimethylsilane ClC1=CC=C(C=C1)C(=C(F)F)O[Si](C)(C)C